COC(/C(=C/C)/N1C(C2(C1)N(CCC2)C(=O)OC(C)(C)C)=O)=O (Z)-tert-butyl 2-(1-methoxy-1-oxobut-2-en-2-yl)-1-oxo-2,5-diazaspiro[3.4]octane-5-carboxylate